N1(CC[C@H]2CNCC[C@H]21)C=2SC1=C(N=NC(=C1)C1=C(C=C(C=C1)C=1C=NNC1)O)N2 2-{6-[(3as,7ar)-octahydro-1H-pyrrolo[3,2-c]pyridin-1-yl][1,3]thiazolo[4,5-c]pyridazin-3-yl}-5-(1H-pyrazol-4-yl)phenol